[N+](=O)([O-])C=1C=CC(=NC1)C(CO)O (5-nitropyridin-2-yl)ethane-1,2-diol